methylphenylethyl methacrylate C(C(=C)C)(=O)OCC(C1=CC=CC=C1)C